(1R,3S,5R)-2-(2-(3-acetyl-5-(2-aminopyrimidin-5-yl)-1H-indazol-1-yl)acetyl)-N-(6-bromopyridin-2-yl)-2-azabicyclo[3.1.0]hexane-3-carboxamide C(C)(=O)C1=NN(C2=CC=C(C=C12)C=1C=NC(=NC1)N)CC(=O)N1[C@@H]2C[C@@H]2C[C@H]1C(=O)NC1=NC(=CC=C1)Br